C(C)OCN(C1=NC(=NC(=N1)N(COCC)COCC)N(COCC)COCC)COCC N,N,N',N',N'',N''-Hexakis-ethoxymethyl-[1,3,5]triazin-2,4,6-triamin